BrC1=CC=C2C=CC(=CC2=C1)C1=NC(=NO1)C1=C(C(=O)O)C=CC=C1 (5-(7-bromonaphthalen-2-yl)-1,2,4-oxadiazol-3-yl)benzoic acid